C(#N)C=1C(=NC(=CC1)C=1C=2N(C=CN1)N=C(C2)C=2C=NN(C2)C)C2CC(CN2)CNC([O-])=O (1-(5-(3-cyano-6-(1-methyl-1H-pyrazol-4-ylpyrazolo[1,5-a]pyrazin-4-yl)pyridin-2-yl)pyrrolidin-3-yl)methyl)carbamate